2-(2,3-epoxypropoxy)methyl-2'-methoxymethoxyl-1,1'-binaphthyl C(C1CO1)OCC1=C(C2=CC=CC=C2C=C1)C1=C(C=CC2=CC=CC=C12)OCOC